FC1=CC=C(CC=2C=C3C(=NC2C=O)C(CN3)(C)C)C=C1 6-(4-Fluorobenzyl)-3,3-dimethyl-2,3-dihydro-1H-pyrrolo[3,2-b]pyridine-5-carbaldehyde